NC=1N=C(SC1C(C1=CC=C(C=C1)OCC(=O)NC1=CC=C(C=C1)OC)=O)N(C1=CC=C(C=C1)F)C(C(=O)N)C (N-[4-Amino-5-[4-[2-(4-methoxyanilino)-2-oxoethoxy]benzoyl]thiazol-2-yl]-4-fluoroanilino)propanamid